C(=O)O.COC1CN(C1)C1CC2C(C2C1)C(=O)N 3-(3-Methoxyazetidin-1-yl)bicyclo[3.1.0]Hexane-6-carboxamide formate